iodine [1,1'-biphenyl] C1(=CC=CC=C1)C1=CC=CC=C1.[I]